OCC(CCNC1=C2N=CN(C2=NC=N1)C1[C@H](O)[C@@H](O)[C@H](O)[C@H](O1)CO)C 6-(4-hydroxy-3-methylbutylamino)-9-glucopyranosylpurine